tert-butyl 4-(4-(4-amino-5-(4-methoxyphenyl)-7-methyl-7H-pyrrolo[2,3-d]pyrimidin-6-yl)-1H-pyrazol-1-yl)piperidine-1-carboxylate NC=1C2=C(N=CN1)N(C(=C2C2=CC=C(C=C2)OC)C=2C=NN(C2)C2CCN(CC2)C(=O)OC(C)(C)C)C